benzyl 3-(5-((1S,3R)-3-((tert-butoxycarbonyl)amino)cyclohexyl)-4-methyl-4H-1,2,4-triazol-3-yl)-3-(((methylthio)carbonothioyl)oxy)azetidine-1-carboxylate C(C)(C)(C)OC(=O)N[C@H]1C[C@H](CCC1)C=1N(C(=NN1)C1(CN(C1)C(=O)OCC1=CC=CC=C1)OC(=S)SC)C